C(CCC)NC1=C(C(=C(C=2C(C3=CC=CC=C3C(C12)=O)=O)NCCCC)F)F 1,4-bis(n-butylamino)-2,3-difluoroanthraquinone